ClC=1C=C(C=CC1F)C(C=1NC(=C(N1)S(=O)(=O)C)C)OCC12CC(C1)(C2)C 2-[(3-chloro-4-fluorophenyl)-[(3-methyl-1-bicyclo[1.1.1]pentanyl)methoxy]methyl]-5-methyl-4-methylsulfonyl-1H-imidazole